C1(CC1)C1=NN(C2=NC=CN=C21)[C@@H]2C[C@H](C2)CO (trans-3-(3-cyclopropyl-1H-pyrazolo[3,4-b]pyrazin-1-yl)cyclobutyl)methanol